CC=1C(=CC(=NC1C)C(=O)N1CCC(CC1)(C#N)C1=CC=CC=C1)C(=O)N1CCC(CC1)CC=1SC=CN1 1-[5,6-dimethyl-4-[4-(thiazol-2-ylmethyl)piperidine-1-carbonyl]pyridine-2-carbonyl]-4-phenyl-piperidine-4-carbonitrile